FC(CN1N=C(C(=C1)C1=NC=NC2=CC(=C(C=C12)[C@H](C)O)C=1C=NN(C1)C)C1=CC=CC=C1)F (S)-1-(4-(1-(2,2-difluoroethyl)-3-phenyl-1H-pyrazol-4-yl)-7-(1-methyl-1H-pyrazol-4-yl)quinazolin-6-yl)ethan-1-ol